2-(t-butylamino)ethyl methacrylate C(C(=C)C)(=O)OCCNC(C)(C)C